ClC1=NC2=C(C=C(C=C2C=N1)C1=C(C=CC=C1)Cl)OC 2-chloro-6-(2-chlorophenyl)-8-methoxyquinazoline